ethyl 4-((2-amino-3,5-dichloro-4-(4,4-difluoropiperidin-1-yl) phenyl) amino)-3-(4-(ethylsulfonyl) phenyl)-4-oxobutyrate NC1=C(C=C(C(=C1Cl)N1CCC(CC1)(F)F)Cl)NC(C(CC(=O)OCC)C1=CC=C(C=C1)S(=O)(=O)CC)=O